IC1=CC=C(C=C1)C1N(CCC(C1)N1C(NC2=C1C=CC=C2N2N=CC=C2)=O)C(=O)N (4-iodophenyl)-4-[2-oxo-4-(1H-pyrazol-1-yl)-2,3-dihydro-1H-1,3-benzodiazol-1-yl]piperidine-1-carboxamide